N-(3-cyano-4-methyl-1H-indol-7-yl)-1-(3-hydroxycyclobutyl)pyrazole-4-sulfonamide C(#N)C1=CNC2=C(C=CC(=C12)C)NS(=O)(=O)C=1C=NN(C1)C1CC(C1)O